4-bromo-N-((trans)-4-hydroxycyclohexyl)-2-nitroaniline BrC1=CC(=C(N[C@@H]2CC[C@H](CC2)O)C=C1)[N+](=O)[O-]